(+/-)-2-(4-isobutylphenyl)propionic acid C(C(C)C)C1=CC=C(C=C1)[C@H](C(=O)O)C |r|